tert-butyl-6-(hydroxymethyl)-3,4-dihydroisoquinoline C(C)(C)(C)C1=NCCC2=CC(=CC=C12)CO